FC1=C(C=C(C=C1)OC1=NC=C(C=C1)C(F)(F)F)C1(N(C(OC1)=O)C)C(=O)N (2-fluoro-5-((5-(trifluoromethyl)pyridin-2-yl)oxy)phenyl)-3-methyl-2-oxooxazolidine-4-carboxamide